Cl.NC(C(C(CC1=CC=CC=C1)NC(=O)C=1C(=NN(C1)C)N1CCNCC1)=O)=O N-(4-amino-3,4-dioxo-1-phenylbutan-2-yl)-1-methyl-3-(piperazin-1-yl)-1H-pyrazole-4-carboxamide Hydrochloride